(S)-4-(((S)-3-fluoro-2-methoxypropyl)(4-(5,6,7,8-tetrahydro-1,8-naphthyridin-2-yl)butyl)amino)-2-(2-(pyridin-4-yl)acetamido)butanoic acid FC[C@H](CN(CC[C@@H](C(=O)O)NC(CC1=CC=NC=C1)=O)CCCCC1=NC=2NCCCC2C=C1)OC